N-(5-(1-(4-ethylphenyl)-1H-pyrazol-4-yl)-1H-pyrrolo[3,2-b]pyridin-3-yl)cyclobutanesulfonamide C(C)C1=CC=C(C=C1)N1N=CC(=C1)C1=CC=C2C(=N1)C(=CN2)NS(=O)(=O)C2CCC2